2-((4-(difluoromethoxy)-3-(3-methyl-6-(pyrazolo[1,5-a]pyrimidin-3-yl)-1H-pyrazolo[4,3-c]pyridin-1-yl)phenyl)thio)acetic acid FC(OC1=C(C=C(C=C1)SCC(=O)O)N1N=C(C=2C=NC(=CC21)C=2C=NN1C2N=CC=C1)C)F